IC=1C=C(SC1)C(=O)N(C)OC 4-iodo-N-methoxy-N-methylthiophene-2-carboxamide